5-(5-Cyclopropyl-1,2,4-oxadiazol-3-yl)-2,3-dihydrospiro[inden-1,4'-oxazolidin]-2'-on C1(CC1)C1=NC(=NO1)C=1C=C2CCC3(NC(OC3)=O)C2=CC1